4-bromo-2,3-dihydro-7-benzofuranamine BrC1=CC=C(C2=C1CCO2)N